ClCC=1C=CC(=NC1)OC 5-(chloromethyl)-2-methoxypyridine